C1(CCCCC1)CN1CC(N(CC1)CC1=CC=2N(C=C1)N=CC2N2C(NC(CC2)=O)=O)=O 1-(5-((4-(cyclohexylmethyl)-2-oxopiperazin-1-yl)methyl)pyrazolo[1,5-a]pyridin-3-yl)dihydropyrimidine-2,4(1H,3H)-dione